NC1(CCN(CC1)C1C(SC(=C1)C1=C(C(=C(C(=C1Cl)Cl)Cl)Cl)Cl)=O)C 4-amino-4-methylpiperidin-1-yl-5-(perchlorophenyl)thiofuran-2-one